C(C)N1N=C2C(=CC=C(C2=C1)N1CC2N(CC1)C(OC2)=O)C(=O)NC=2C=C(C=1N(C2)C=C(N1)C)F 2-ethyl-N-{8-fluoro-2-methylimidazo[1,2-a]pyridin-6-yl}-4-{3-oxo-tetrahydro-1H-[1,3]oxazolo[3,4-a]pyrazin-7-yl}indazole-7-carboxamide